(R)-imino({3-[(1R)-1-[(7-methoxyquinolin-4-yl)oxy]ethyl]phenyl})methyl-λ6-sulfanone N=S(=O)CC1=CC(=CC=C1)[C@@H](C)OC1=CC=NC2=CC(=CC=C12)OC